Tert-butyl (E)-3-(4-methoxy-3-(naphthalen-1-ylcarbamoyl)phenyl)acrylate COC1=C(C=C(C=C1)/C=C/C(=O)OC(C)(C)C)C(NC1=CC=CC2=CC=CC=C12)=O